[N+](=O)([O-])C1=CC=2CC3=CC(=CC=C3C2C=C1)[N+](=O)[O-] 2,7-dinitrofluorene